ClC1=C(C=CC=C1C)NC1=C(C#N)C=CC(=N1)C1CC1 2-((2-chloro-3-methylphenyl)amino)-6-cyclopropyl-nicotinonitrile